(6-bromo-4-chloro-7-fluoro-1H-indol-2-yl)(4-(3-methoxypyridin-2-yl)piperazin-1-yl)methanone BrC1=CC(=C2C=C(NC2=C1F)C(=O)N1CCN(CC1)C1=NC=CC=C1OC)Cl